((2,4-dimethoxybenzyl)amino)-7-methylimidazo[1,5-a]quinoxaline-8-carboxylic acid COC1=C(CNC2=NC=C3N2C2=CC(=C(C=C2N=C3)C)C(=O)O)C=CC(=C1)OC